FC1=C(C=CC=C1)[N-]C(=O)O fluorophenyl-carboxyamide